7-(3-(6a,7,9,10-tetrahydropyrazino[1,2-a]thieno[4,3,2-de]quinolin-8(6H)-yl)propoxy)-3,4-dihydroquinolin-2(1H)-one C1=CC=C2C=3C(CC4N(C13)CCN(C4)CCCOC4=CC=C1CCC(NC1=C4)=O)=CS2